5-((3r,7r)-9-(1-(4-(1H-1,2,4-triazol-1-yl)phenyl)ethyl)-3,7-dimethyl-10-oxo-1,2,3,4,7,8,9,10-octahydropyrido[4',3':3,4]pyrazolo[1,5-a]pyrazine-2-carbonyl)-2-chlorobenzonitrile N1(N=CN=C1)C1=CC=C(C=C1)C(C)N1C(C=2N([C@@H](C1)C)N=C1C2CN([C@@H](C1)C)C(=O)C=1C=CC(=C(C#N)C1)Cl)=O